C(C)(C)(C)OC(NCC(C)NC(C1=C(C(=NC(=C1)Cl)I)N)=O)=O (2-(3-amino-6-chloro-2-iodoisonicotinamido)propyl)carbamic acid tert-butyl ester